tert-butyl (3aR,5r,6aS)-5-cyanohexahydrocyclopenta[c]pyrrole-2(1H)-carboxylate C(#N)C1C[C@@H]2[C@@H](CN(C2)C(=O)OC(C)(C)C)C1